5-methyl-3-nitro-1-((2-(trimethylsilyl)ethoxy)methyl)-1H-pyrazole CC1=CC(=NN1COCC[Si](C)(C)C)[N+](=O)[O-]